C1(CC1)C1=NNC(=N1)C1CC2(CN(C2)C(=O)N2CC3(C2)CCN(CC3)CC=3N(N=C(C3)C(F)(F)F)C)C1 [6-(3-cyclopropyl-1H-1,2,4-triazol-5-yl)-2-azaspiro[3.3]heptan-2-yl]-[7-[[2-methyl-5-(trifluoromethyl)pyrazol-3-yl]methyl]-2,7-diazaspiro[3.5]nonan-2-yl]methanone